(S)-7-((5-amino-4-(1,1-difluoroethyl)-6-oxopyrimidin-1(6H)-yl)methyl)-4-(cyclopropylethynyl)-4-(trifluoromethyl)-3,4-dihydroquinazolin NC1=C(N=CN(C1=O)CC1=CC=C2[C@](NC=NC2=C1)(C(F)(F)F)C#CC1CC1)C(C)(F)F